methyl 5-(trans-3-(4-(trifluoromethyl) phenoxy) cyclobutyl)-1H-indole-3-carboxylate FC(C1=CC=C(O[C@@H]2C[C@H](C2)C=2C=C3C(=CNC3=CC2)C(=O)OC)C=C1)(F)F